FC(C1=C2C=CN=CC2=C(C=C1)CCC1=C[C@H]([C@H]2[C@@H]1OC(O2)(C)C)N2C=CC1=C2N=CN=C1N)F 7-((3aS,4R,6aR)-6-(2-(5-(difluoromethyl)isoquinolin-8-yl)ethyl)-2,2-dimethyl-3a,6a-dihydro-4H-cyclopenta[d][1,3]dioxol-4-yl)-7H-pyrrolo[2,3-d]pyrimidin-4-amine